4-(4-(2-(2,6-dioxopiperidin-3-yl)-1,3-dioxoisoindol-4-yl)piperazin-1-yl)-N-methylcyclohexane-1-carboxamide O=C1NC(CCC1N1C(C2=CC=CC(=C2C1=O)N1CCN(CC1)C1CCC(CC1)C(=O)NC)=O)=O